C(C)OCC1(CCN(CC1)CC1=CC=C(C=C1)NC(C)=O)CCC1=CC=CC=C1 N-(4-((4-(ethoxymethyl)-4-phenethylpiperidin-1-yl)methyl)phenyl)acetamide